tert-Butyl-(1R,5R,7R)-7-(hydroxymethyl)-3-methyl-2-oxo-3,6-diazabicyclo[3.2.1]octane C(C)(C)(C)[C@@]12C(N(C[C@H](N[C@H]1CO)C2)C)=O